1-(4-fluorophenyl)-N-[5-(methoxymethoxy)-4-methyl-2-pyridyl]-2-oxo-pyridine-3-carboxamide FC1=CC=C(C=C1)N1C(C(=CC=C1)C(=O)NC1=NC=C(C(=C1)C)OCOC)=O